1-methyl-3-butylimidazole bis(trifluoromethanesulfonimide) salt [N-](S(=O)(=O)C(F)(F)F)S(=O)(=O)C(F)(F)F.[N-](S(=O)(=O)C(F)(F)F)S(=O)(=O)C(F)(F)F.CN1CN(C=C1)CCCC